C1=CC=CC=2C=CC=3C4=C(SC3C12)C(=CC=C4)B(O)O benzo[b]naphtho[2,1-d]thiophen-10-ylboronic acid